5-[(1R,5S)-8-tert-butoxycarbonyl-3,8-diazabicyclo[3.2.1]octane-3-yl]-2-methyl-benzoic acid C(C)(C)(C)OC(=O)N1[C@H]2CN(C[C@@H]1CC2)C=2C=CC(=C(C(=O)O)C2)C